7-chloro-3-(2,6-dichloro-3,5-dimethoxyphenyl)-1-ethoxy-2,6-naphthyridine ClC1=NC=C2C=C(N=C(C2=C1)OCC)C1=C(C(=CC(=C1Cl)OC)OC)Cl